CON=C(C(=O)[O-])C.[Mg+2].CON=C(C(=O)[O-])C magnesium (II) methoxyiminopropionate